OCCOC1(C(=C2C=CC(C=C2C=C1)(C1=CC=CC2=C1NC1=C2C=CC=C1)C1=CC=CC2=C1NC1=C2C=CC=C1)C1=CC=CC2=CC=CC=C12)OCCO 2,2-bis(2-hydroxyethoxy)-6,6-bis(dibenzopyrrol-4-yl)-1,1-binaphthyl